tert.-butyl peroxybenzoate C(C1=CC=CC=C1)(=O)OOC(C)(C)C